ClC=1C=C(O[C@H](C(=O)O)C)C=C(C1CC=1C=C(C(=CC1)O)C1=CC(=C(C=C1)F)Cl)Cl (S)-2-(3,5-dichloro-4-((3'-chloro-4'-fluoro-6-hydroxy-[1,1'-biphenyl]-3-yl)methyl)phenoxy)propanoic acid